4-ethylcyclohexyl ((S)-1-(((S)-1-hydroxy-3-((S)-2-oxopyrrolidin-3-yl)propan-2-yl)amino)-4-methyl-1-oxopentan-2-yl)carbamate OC[C@H](C[C@H]1C(NCC1)=O)NC([C@H](CC(C)C)NC(OC1CCC(CC1)CC)=O)=O